ClC1=CC=C(C=C1)[C@@]1(N(C(C2=CC(=CC=C12)C(C)(C)O)=O)CC1=NC=C(C=C1)Cl)OC[C@H](C([2H])([2H])O)C (3R)-3-(4-Chlorophenyl)-2-[(5-chloropyridin-2-yl)methyl]-3-[(2S)-3-hydroxy-2-methyl(3,3-2H2)propoxy]-6-(2-hydroxypropan-2-yl)-2,3-dihydro-1H-isoindol-1-one